F[B-](F)(F)F.C(#N)[N+]1=CC=C(C=C1)N1CCCC1 1-cyano-4-pyrrolidinopyridinium tetrafluoroborate